2-[(1-n-butyldecyl)oxy]ethanol C(CCC)C(CCCCCCCCC)OCCO